5α-androstane-3α,17β-diol C[C@@]12[C@H](CC[C@H]1[C@@H]1CC[C@H]3C[C@@H](CC[C@]3(C)[C@H]1CC2)O)O